tert-butyl N-[(1S)-2-[[3-[5,7-difluoro-2-(4-fluorophenyl)-1H-indol-3-yl]cyclobutyl]methylamino]-1-methyl-2-oxo-ethyl]carbamate FC=1C=C2C(=C(NC2=C(C1)F)C1=CC=C(C=C1)F)C1CC(C1)CNC([C@H](C)NC(OC(C)(C)C)=O)=O